hexane-6-yl-(cyclopropyl)methanone tert-butyl-5-((2'-(5-fluoroisoindolin-2-yl)-[2,4'-bipyrimidin]-4-yl)ethynyl)-1H-pyrazolo[3,4-b]pyridine-1-carboxylate C(C)(C)(C)OC(=O)N1N=CC=2C1=NC=C(C2)C#CC2=NC(=NC=C2)C2=NC(=NC=C2)N2CC1=CC=C(C=C1C2)F.CCCCCCC(=O)C2CC2